((4aR)-1-(4-fluorophenyl)-6-((((R/S)-tetrahydrofuran-2-yl)methyl)sulfonyl)-4,4a,5,6,7,8-hexahydro-1H-pyrazolo[3,4-g]isoquinolin-4a-yl)(thiazol-2-yl)methanone FC1=CC=C(C=C1)N1N=CC2=C1C=C1CCN(C[C@]1(C2)C(=O)C=2SC=CN2)S(=O)(=O)C[C@@H]2OCCC2 |&1:31|